4-(4-(2-chlorophenyl)-2-phenyl-5-oxazolyl)-N,N-diethyl-aniline ClC1=C(C=CC=C1)C=1N=C(OC1C1=CC=C(N(CC)CC)C=C1)C1=CC=CC=C1